(1aR,5aR)-2-(5-Bromo-pyridin-2-yl)-1a,2,5,5a-tetrahydro-1H-2,3-diaza-cyclopropa[a]pentalene-4-carboxylic acid (1-phenyl-cyclopropyl)-amide C1(=CC=CC=C1)C1(CC1)NC(=O)C=1C=2C[C@@H]3[C@H](C2N(N1)C1=NC=C(C=C1)Br)C3